FC=1C=C(C=CC1OC1=C2C(=NC=C1)NC(N2C)=O)C=2N(C(=C(N2)C(=O)N)C(F)(F)F)C2=CC=CC=C2 (3-fluoro-4-((1-methyl-2-keto-2,3-dihydro-1H-imidazo[4,5-b]pyridin-7-yl)oxy)phenyl)-1-phenyl-5-(trifluoromethyl)-1H-imidazole-4-carboxamide